1-(2-(benzyloxy)acetyl)cyclopropane-1-carboxylic acid ethyl ester C(C)OC(=O)C1(CC1)C(COCC1=CC=CC=C1)=O